2-(2-aminoethoxy)ethyl 4-methylbenzenesulfonate CC1=CC=C(C=C1)S(=O)(=O)OCCOCCN